(E)-4-((5-(1-oxidothiomorpholino)thiophen-2-yl)methylene)-3-phenylisoxazol-5(4H)-one O=S1CCN(CC1)C1=CC=C(S1)\C=C\1/C(=NOC1=O)C1=CC=CC=C1